6-(3-methoxyphenyl)-4-methylpyridazin-3-carbonitrile COC=1C=C(C=CC1)C1=CC(=C(N=N1)C#N)C